ClC1=NC=CC(=N1)N1N=C(C(=C1C)C=O)C 1-(2-chloropyrimidin-4-yl)-3,5-dimethyl-1H-pyrazole-4-carbaldehyde